(Z)-4-(2-ethyl-4-(4-(methylsulfonyl)phenyl)-1H-benzo[d]imidazol-1-yl)-3-fluorobut-2-en-1-amine hydrochloride Cl.C(C)C1=NC2=C(N1C/C(=C/CN)/F)C=CC=C2C2=CC=C(C=C2)S(=O)(=O)C